chloro-N-(3-(6-(dimethylamino)pyridin-3-yl)phenyl)-N-methyl-[1,2,4]triazolo[4,3-a]quinazolin-5-amine ClC1=NN=C2N1C1=CC=CC=C1C(=N2)N(C)C2=CC(=CC=C2)C=2C=NC(=CC2)N(C)C